N=1C=NN2C1C=C(C=C2)OC=2C(CC(=CC2)NC2=NC=NC1=CC(=C(C=C21)NC(/C(=C/C=2N(C=CC2)C)/F)=O)OCC)=C (R,Z)-N-(4-((4-([1,2,4]triazolo[1,5-a]pyridin-7-yloxy)-3-methyl-ylphenyl)amino)-7-ethoxyquinazolin-6-yl)-2-fluoro-3-(1-methylpyrrol-2-yl)acrylamide